3-[3-{[2,6-dimethyl-4-(2-phenylethoxy)benzoyl]amino}-4-(trifluoromethyl)phenyl]propanoic acid CC1=C(C(=O)NC=2C=C(C=CC2C(F)(F)F)CCC(=O)O)C(=CC(=C1)OCCC1=CC=CC=C1)C